(N-(cyclopropyl))-N-ethylacetamide C1(CC1)N(C(C)=O)CC